CC1=NC(=NN1C1=CC=C(C=C1)C(C)(C)C1=CC=C(C=C1)C=1C=NC(=CC1)N1CCOCC1)C(=O)N 5-methyl-1-(4-(2-(4-(6-morpholinylpyridin-3-yl)phenyl)propan-2-yl)phenyl)-1H-1,2,4-triazole-3-carboxamide